N-(2'-(4,4-difluorocyclohexyl)-2,5-difluoro-[3,4'-bipyridin]-3'-yl)-5-fluoro-6-hydroxynicotinamide FC1(CCC(CC1)C1=NC=CC(=C1NC(C1=CN=C(C(=C1)F)O)=O)C=1C(=NC=C(C1)F)F)F